CN(C1=CC=C(C(=O)NC2=C(C(=CC=C2)C=2N=C(C3=C(N2)NC=C3)NC3=CC=C(C=C3)N3CCN(CC3)C)C)C=C1)C 4-dimethylamino-N-{2-methyl-3-{4-{[4-(4-methylpiperazin-1-yl)phenyl]amino}-7H-pyrrolo[2,3-d]pyrimidin-2-yl}phenyl}benzamide